rac-(2r,3s,4s,5r)-3-(2-(difluoromethoxy)-3,4-difluorophenyl)-4,5-dimethyl-5-(trifluoromethyl)tetrahydrofuran-2-carboxylic acid FC(OC1=C(C=CC(=C1F)F)[C@H]1[C@@H](O[C@]([C@H]1C)(C(F)(F)F)C)C(=O)O)F |r|